N-(4-chlorophenyl)-N-isopropyl-4-(4-(trifluoromethyl)phenyl)pyrimidine-2-carboxamide ClC1=CC=C(C=C1)N(C(=O)C1=NC=CC(=N1)C1=CC=C(C=C1)C(F)(F)F)C(C)C